4-chlorobenzyl (S)-(4-(1-(3,4-dimethylisoxazole-5-carboxamido)eth-yl)phenyl)carbamate CC1=NOC(=C1C)C(=O)N[C@@H](C)C1=CC=C(C=C1)NC(OCC1=CC=C(C=C1)Cl)=O